N-benzyl-7-(4-bromo-5-chloro-2-fluoro-benzoyl)-2-[4-(cyclopropoxy)phenyl]-3-oxo-6,8-dihydro-5H-imidazo[1,5-a]pyrazine-1-carboxamide C(C1=CC=CC=C1)NC(=O)C=1N(C(N2C1CN(CC2)C(C2=C(C=C(C(=C2)Cl)Br)F)=O)=O)C2=CC=C(C=C2)OC2CC2